N-methyl-7,8-dihydro-5H-pyrano[4,3-d]pyrimidin-4-amine trifluoroacetate FC(C(=O)O)(F)F.CNC=1C2=C(N=CN1)CCOC2